3-(2-fluoroethyl)isoxazole-4-carboxylic acid FCCC1=NOC=C1C(=O)O